3-Ethyl-5-((1-methylpiperidin-4-yl)methoxy)-2-(2-methylpyridin-4-yl)-1H-indol C(C)C1=C(NC2=CC=C(C=C12)OCC1CCN(CC1)C)C1=CC(=NC=C1)C